tert-butyl 7-((cis)-4-(4-amino-5-iodo-7H-pyrrolo[2,3-d]pyrimidin-7-yl)cyclohexyl)-2,7-diazaspiro[4.4]nonane-2-carboxylate NC=1C2=C(N=CN1)N(C=C2I)[C@H]2CC[C@H](CC2)N2CC1(CCN(C1)C(=O)OC(C)(C)C)CC2